methoxyhexaethylene glycol COC(COCCOCCOCCOCCOCCO)O